3-(3,5-difluoro-4-piperazin-1-yl-phenyl)piperidine-2,6-dione FC=1C=C(C=C(C1N1CCNCC1)F)C1C(NC(CC1)=O)=O